[Na].[Cu](Cl)Cl copper chloride, sodium salt